Calcium hydroxybutyrate CCC(C(=O)[O-])O.CCC(C(=O)[O-])O.[Ca+2]